[5-BROMO-4-METHOXY-2-[4-(TRIFLUOROMETHYL)PYRAZOL-1-YL]PHENYL]BORONIC ACID BrC=1C(=CC(=C(C1)B(O)O)N1N=CC(=C1)C(F)(F)F)OC